5-Methyl-2-(1-methyl-1H-pyrazol-5-yl)piperidine CC1CCC(NC1)C1=CC=NN1C